FC1(CN(C[C@@H]1OC1=CC=C2C=NN(C2=C1)CC(F)(F)F)C=1C=2N(N=C(C1)C=1C(=NC(=NC1)OC)OC)C=CN2)F (S)-8-(3,3-difluoro-4-((1-(2,2,2-trifluoroethyl)-1H-indazol-6-yl)oxy)pyrrolidin-1-yl)-6-(2,4-dimethoxypyrimidin-5-yl)imidazo[1,2-b]pyridazine